7-chloro-8-(4-fluorophenyl)-2-sulfanyl-3H-pyrazolo[1,5-a][1,3,5]triazin-4-one ClC1=NN2C(N=C(NC2=O)S)=C1C1=CC=C(C=C1)F